(γ-aminopropyl)heptamethyltrisiloxane C[Si](C)(C)O[Si](C)(C)O[Si](C)(C)CCCN